C1(CCC1)N1CCC(CC1)C=1C=CC=2N(C(C=C(N2)C2=NN3C(C(=NC(=C3)C)C)=C2)=O)C1 7-(1-cyclobutylpiperidin-4-yl)-2-(4,6-dimethylpyrazolo[1,5-a]pyrazin-2-yl)-4H-pyrido[1,2-a]pyrimidin-4-one